[Sn].[Co].[Ce] cerium cobalt tin